4-ACETAMIDO-N-(3-(PYRIDIN-2-YLETHYNYL)PHENYL)BENZAMIDE C(C)(=O)NC1=CC=C(C(=O)NC2=CC(=CC=C2)C#CC2=NC=CC=C2)C=C1